(8R)-5,6,7,8-tetrahydroquinolin-8-ol N1=CC=CC=2CCC[C@H](C12)O